2,3-diphenyl-5-(2-thienyl)tetrazolium C1(=CC=CC=C1)N1[NH2+]C(=NN1C1=CC=CC=C1)C=1SC=CC1